COC=1C=C(C=C(C1OCC#C)OC)CCN 2-(3,5-dimethoxy-4-prop-2-ynoxyphenyl)ethanamine